tert-butyl 8-(2-methoxyethyl)-5,8-diazaspiro[3.5]nonane-5-carboxylate COCCN1CCN(C2(CCC2)C1)C(=O)OC(C)(C)C